6-Ethyl-2-methyl-3,4-pyridinedicarboxylic acid C(C)C1=CC(=C(C(=N1)C)C(=O)O)C(=O)O